The molecule is a dialdehyde that is propane substituted by two oxo groups at the terminal carbon atoms respectively. A biomarker of oxidative damage to lipids caused by smoking, it exists in vivo mainly in the enol form. It has a role as a biomarker. C(C=O)C=O